ClC=1C(=C2C=NNC2=C(C1F)N1CCSCC1)C=1N=CC=2N(C1)C=C(N2)NC(=O)C2C(C2)F N-(6-(5-chloro-6-fluoro-7-thiomorpholino-1H-indazol-4-yl)imidazo[1,2-a]pyrazin-2-yl)-2-fluorocyclopropane-1-carboxamide